CCCCC/C=C/CCCCC/C=C/CCC(=O)O 11-heptadecadienoic acid